(R)-N'-(1,2,3,5,6,7-hexahydro-s-indacen-4-ylcarbamoyl)-1-isopropyl-1H-pyrazole-3-sulfonimidamide C1CCC2=C(C=3CCCC3C=C12)NC(=O)N=[S@](=O)(N)C1=NN(C=C1)C(C)C